tert-butyl-(Z)-(5-hydroxypyridin-2-yl)methane C(C)(C)(C)CC1=NC=C(C=C1)O